ClC1=C(C=C(C=C1)S(=O)(=O)N(CCCCNC(=O)NC[C@@H]([C@H]([C@@H]([C@@H](CO)O)O)O)O)CC)COC1(CC1)C=1C=NC=CC1C1=C(C=CC=C1)OC1CC1 4-chloro-3-((1-(4-(2-cyclopropoxyphenyl)pyridin-3-yl)cyclopropoxy)methyl)-N-ethyl-N-(4-(3-((2S,3R,4R,5R)-2,3,4,5,6-pentahydroxyhexyl)ureido)butyl)benzenesulfonamide